N(=[N+]=[N-])[C@@H](CC(=O)OC)CC1=CC=C2C=CC=NC2=C1 Methyl (3R)-3-azido-4-(7-quinolyl)-butanoate